CC(=O)NCCC[NH3+] The molecule is an organic cation obtained by protonation of the free amino group of any N-monoacetylalkane-alpha,omega-diamine; major species at pH 7.3. It is an ammonium ion derivative and an organic cation. It is a conjugate acid of a N-monoacetylalkane-alpha,omega-diamine.